(2R,3R,4S,5R,6R)-2-(acetoxymethyl)-6-(((2R,3R,4S,5S,6R)-4,5-diacetoxy-2-(acetoxymethyl)-6-(4-cyanopyridin-2-yl)tetrahydro-2H-pyran-3-yl)oxy)tetrahydro-2H-pyran-3,4,5-triyl triacetate C(C)(=O)O[C@@H]1[C@H](O[C@@H]([C@@H]([C@H]1OC(C)=O)OC(C)=O)O[C@@H]1[C@H](O[C@@H]([C@@H]([C@H]1OC(C)=O)OC(C)=O)C1=NC=CC(=C1)C#N)COC(C)=O)COC(C)=O